Di-tert-butyl ((2S)-1-aminohexane-2,5-diyl)dicarbamate NC[C@H](CCC(C)NC(OC(C)(C)C)=O)NC(OC(C)(C)C)=O